FC(C1=CC=C(C=C1)C=1C=C(C(N(N1)C=1C=NC=CC1)=O)C(=O)N[C@@H]1[C@H](CCC1)O)F 6-[4-(difluoromethyl)phenyl]-N-[(1s,2s)-2-hydroxycyclopentyl]-3-oxo-2-(pyridin-3-yl)-2,3-dihydropyridazine-4-carboxamide